Nickel-Molybdenum-Copper [Cu].[Mo].[Ni]